[N+](=O)([O-])/C=C/C1=C(C=CC=C1)O (E)-2-(2-Nitrovinyl)phenol